5-(2,2-difluorocyclopropyl)-N-(diphenylmethylene)pyrimidin-2-amine FC1(C(C1)C=1C=NC(=NC1)N=C(C1=CC=CC=C1)C1=CC=CC=C1)F